C(C)(C)(C)OC(=O)N1[C@@H](CCC1)CC(=O)N[C@H](C(=O)O)CCCCCCCC1=NC=2NCCCC2C=C1 (S)-2-(2-((S)-1-(tert-butoxycarbonyl)pyrrolidin-2-yl)acetamido)-9-(5,6,7,8-tetrahydro-1,8-naphthyridin-2-yl)nonanoic acid